5-(4-cyclopropyl-6-methoxy-pyrimidin-5-yl)-3-[[4-[1-methyl-4-(trifluoromethyl)imidazol-2-yl]phenyl]methyl]-2-(2,2,2-trifluoroethyl)pyrazolo[4,3-d]pyrimidine C1(CC1)C1=NC=NC(=C1C=1N=CC=2C(N1)=C(N(N2)CC(F)(F)F)CC2=CC=C(C=C2)C=2N(C=C(N2)C(F)(F)F)C)OC